BrC=1C=CC=C2C(=C(N=CC12)C(=O)O)C 8-Bromo-4-methylisoquinoline-3-carboxylic acid